C1(=CC=CC2=CC=CC=C12)C(=O)N1CCN(CC1)C(C(CCCCNC(OCC1=CC=CC=C1)=O)NC(OC(C)(C)C)=O)=O Benzyl tert-butyl (6-(4-(1-naphthoyl)piperazin-1-yl)-6-oxohexane-1,5-diyl)dicarbamate